C(C)(C)(C)[Si](F)(C1=CC=C(C=C1)CO[Si](C)(C)C(C)(C)C)C(C)(C)C di-tert-butyl-(4-(((tert-butyldimethylsilyl)oxy)methyl)phenyl)fluorosilane